C=1C=CC2=CC=CC(C12)=O 7-indenon